1,1,2,3,3-pentamethyl-6,7-dihydro-4(5H)indanone CC1(C(C(C=2C(CCCC12)=O)(C)C)C)C